N-(3-methoxypropyl)-1-methyl-1H-pyrazol-4-amine COCCCNC=1C=NN(C1)C